ClC=1C(=NC(=NC1)NC1=C(C=C(C(=C1)CC)N1CCC(CC1)N1CCNCC1)OC)NC1=C(C=C(C=C1)OC)N(S(=O)(=O)C)C N-[2-[[5-chloro-2-[5-ethyl-2-methoxy-4-(4-piperazin-1-yl-1-piperidyl)anilino]pyrimidine-4-yl]amino]-5-methoxyphenyl]-N-methyl-methanesulfonamide